CN(C)CCOC[Si](OC)(OC)OC N,N-dimethylaminoethoxymethyltrimethoxysilane